NC1=NC=CC=2N1C(=NC2C2CN(CCC2)CC#CC)C2=CC(=C(C(=O)NC1=NC=CC(=C1)C1CC1)C=C2)Cl 4-(5-amino-1-(1-(but-2-ynyl)piperidin-3-yl)imidazo[1,5-c]pyrimidin-3-yl)-2-chloro-N-(4-cyclopropylpyridin-2-yl)benzamide